N1C(=CC2=CC=CC=C12)C(C=O)C (2-indolyl)propionaldehyde